ClC1=C2C(C(=C(C(C2=CC=C1)=O)CC1=NC=C(C=C1)C(F)(F)F)CC)=O 5-chloro-3-ethyl-2-((5-(trifluoromethyl)pyridin-2-yl)methyl)naphthalene-1,4-dione